C\C(=C/CO)\CCC=C(C)C (2E)-3,7-dimethyloct-2,6-dien-1-ol